BrC=1C=C(C(=O)OC)C=CC1CN[C@H](CO)C1=CC=CC=C1 methyl (S)-3-bromo-4-(((2-hydroxy-1-phenylethyl)amino)methyl)benzoate